(1H-benzotriazol-1-yloxy)[tri(pyrrolidin-1-yl)]phosphonium hexafluoro-phosphate F[P-](F)(F)(F)(F)F.N1(N=NC2=C1C=CC=C2)O[P+](N2CCCC2)(N2CCCC2)N2CCCC2